NC=1C(=NC(=C(N1)C=1OC=CN1)C=1C=CC=2N(C1)C(=CN2)C)C(=O)NC[C@@H](C)OC |r| rac-3-amino-N-(2-methoxypropyl)-6-(3-methylimidazo[1,2-a]pyridin-6-yl)-5-(oxazol-2-yl)pyrazine-2-carboxamide